OC[C@H](C1=CC=CC=C1)NC1=CC(=NC=C1C1=NC(=NO1)C=1C=NC=CC1)NC=1N=CC2=C(N1)CNC2=O (S)-2-((4-((2-hydroxy-1-phenylethyl)amino)-5-(3-(pyridin-3-yl)-1,2,4-oxadiazol-5-yl)pyridin-2-yl)amino)-6,7-dihydro-5H-pyrrolo[3,4-d]pyrimidin-5-one